OC[C@H]1N(CC(=C1)C=1C=C(C=CC1)C)C(=O)OC(C)(C)C tert-butyl (S)-2-(hydroxymethyl)-4-(m-tolyl)-2,5-dihydro-1H-pyrrole-1-carboxylate